COC=1C(C2=CC=CC(=C2C(C1)=O)CCCCC)=O 2-methoxy-5-pentyl-1,4-naphthoquinone